(2-(4'-butyl-[1,1'-biphenyl]-4-carbonyl)hydrazine-1-thiocarbonyl)propanamide C(CCC)C1=CC=C(C=C1)C1=CC=C(C=C1)C(=O)NNC(=S)C(C(=O)N)C